COC1=NC=C(C2=C1N=C(S2)NC(=O)N2CC1(CC2)CCOCC1)C=1C=NN(C1)C 8-Oxa-2-aza-spiro[4.5]decane-2-carboxylic acid [4-methoxy-7-(1-methyl-1H-pyrazol-4-yl)-thiazolo[4,5-c]pyridin-2-yl]-amide